C(C)(=O)NC1=NN(C=C1C(=O)NCC1=C(C(=CC=C1)OC)F)CC1=CC=C(C=C1)CN1C(C=CC=C1)=O 3-acetamido-N-[(2-fluoro-3-methoxyphenyl)methyl]-1-({4-[(2-oxopyridin-1-yl)methyl]phenyl}methyl)pyrazole-4-carboxamide